C[C@@]12CC[C@H]3[C@@H](CC[C@H]4[C@H]([C@@H](O[C@@H]([C@@]34OO1)O2)CC(=O)N)C)C [(1S,4S,5R,8S,9R,10S,12R,13R)-1,5,9-trimethyl-11,14,15,16-tetraoxatetracyclo[10.3.1.04,13.08,13]hexadecan-10-yl]acetamide